FC1=CC=C(C=C1)NC(NC1=CC=C(C=C1)C1=C2C(=NC(=C1)NC(=O)C1CC1)NC=C2)=O N-(4-(4-(3-(4-fluorophenyl)ureido)phenyl)-1H-pyrrolo[2,3-b]pyridin-6-yl)cyclopropylcarboxamide